C(C1CC2C(CC1)O2)C2CC1C(CC2)O1 methylene-bis(3,4-epoxycyclohexane)